C(C1=CC=CC=C1)(C1=CC=CC=C1)N[C@H]1C(N(C1)CC)=O (R)-3-(benzhydrylamino)-1-ethylazetidin-2-one